BrC=1C=C2C(N(C(N(C2=CC1)C)=O)CC1=NC=C(C=C1)C=1OC(=NN1)C(F)F)=O 6-bromo-3-((5-(5-(difluoromethyl)-1,3,4-oxadiazole-2-yl)pyridine-2-yl)methyl)-1-methylquinazoline-2,4(1H,3H)-dione